(S)-1-(2-(2-cyano-5-(methylthio)pyridin-4-yl)-5,7-difluoro-4-oxo-1,4-dihydroquinolin-6-yl)-N,N-dimethylpiperidine-3-carboxamide C(#N)C1=NC=C(C(=C1)C=1NC2=CC(=C(C(=C2C(C1)=O)F)N1C[C@H](CCC1)C(=O)N(C)C)F)SC